C(C)N(CC)C(C(=O)[O-])=C N,N-diethylaminoacrylate